C1(CCC2C3CCC(C12)C3)C=O hexahydro-4,7-methanoindan-1-carboxaldehyde